FC1=CC(=CC2=C1O[C@H](CN2S(=O)(=O)C2=CC(=CC=C2)C(F)(F)F)CCC(=O)N2CCC(CC2)C(=O)O)C2=NC(=CC=C2)C(F)(F)F (S)-1-(3-(8-fluoro-4-((3-(trifluoromethyl)phenyl)sulfonyl)-6-(6-(trifluoromethyl)pyridin-2-yl)-3,4-dihydro-2H-benzo[b][1,4]oxazin-2-yl)propanoyl)piperidine-4-carboxylic acid